4-(3,3,3-trifluoropropyl)thiazole-2-carboxylic acid FC(CCC=1N=C(SC1)C(=O)O)(F)F